N(3),N(3),N(5),N(5),2,6-Hexamethyl-1,4-Dihydro-3,5-Pyridinedicarboxamide CN(C(=O)C1=C(NC(=C(C1)C(=O)N(C)C)C)C)C